CNC(C(C(C)C)(C(C)C)C)=O N,2,3-trimethyl-2-isopropylbutanamide